N-((S)-6-(7,7-difluoro-2-((2S,3R)-3-hydroxy-2-methylazetidin-1-yl)-6,7-dihydro-5H-cyclopenta[d]pyrimidin-4-yl)-2,3-dihydrobenzofuran-3-yl)methanesulfonamide FC1(CCC2=C1N=C(N=C2C2=CC1=C([C@@H](CO1)NS(=O)(=O)C)C=C2)N2[C@H]([C@@H](C2)O)C)F